BrC1=C2CCCCC2=CC=C1 5-bromo-1,2,3,4-tetrahydronaphthalene